(3R,5R)-3,4,5-tris(2-(tert-butoxy)-2-oxoethoxy)cyclohexane-1-carboxylic acid C(C)(C)(C)OC(CO[C@@H]1CC(C[C@H](C1OCC(OC(C)(C)C)=O)OCC(OC(C)(C)C)=O)C(=O)O)=O